3-(2-((5-(2-(5,6-dihydro-4H-pyrrolo[1,2-b]pyrazol-3-yl)pyrazolo[5,1-b]thiazole-7-carboxamido)-6-methylpyridin-3-yl)amino)-2-oxoethyl)azetidine-1-carboxylic acid tert-butyl ester C(C)(C)(C)OC(=O)N1CC(C1)CC(=O)NC=1C=NC(=C(C1)NC(=O)C=1C=NN2C1SC(=C2)C2=C1N(N=C2)CCC1)C